1-isopropyl-4-methyl-1H-pyrazole C(C)(C)N1N=CC(=C1)C